BrC(C(=O)N1CCN(C2=CC=CC=C12)CC1CC1)C 2-bromo-1-(4-(cyclopropylmethyl)-3,4-dihydroquinoxalin-1(2H)-yl)propan-1-one